methyl N-benzyl-P-phenyl-N-(4-(trifluoromethyl)benzyl)phosphonamidite C(C1=CC=CC=C1)N(P(OC)C1=CC=CC=C1)CC1=CC=C(C=C1)C(F)(F)F